estradiol diacetate CC(=O)OC1C=CC2=C(C=1)CC[C@@H]1[C@@H]2CC[C@]2([C@H]1CC[C@@H]2OC(=O)C)C